methoxymethyl-1,3-dihydro-1,4-benzodiazepine-2-thione COCN1C(CN=CC2=C1C=CC=C2)=S